4-amino-N,N-di-(2-pyridylmethyl)aniline NC1=CC=C(N(CC2=NC=CC=C2)CC2=NC=CC=C2)C=C1